2-[2-(trifluoromethyl)pyrimidin-4-yl]-1H,5H,6H,7H-pyrrolo[3,2-c]pyridin-4-one FC(C1=NC=CC(=N1)C1=CC=2C(NCCC2N1)=O)(F)F